N,N,N',N'-tetrakis(4-methylphenyl)benzidine CC1=CC=C(C=C1)N(C2=CC=C(C=C2)C)C3=CC=CC(=C3)C4=CC(=CC=C4)N(C5=CC=C(C=C5)C)C6=CC=C(C=C6)C